C(C)(C)(C)C1=NN=C(O1)C(=O)N[C@@H]1CC[C@@H](CC2=C1C=CC(=C2)C2=NC(=NC=C2)NC=2C=NN(C2)C)F 5-(tert-butyl)-N-((5R,8S)-8-fluoro-2-(2-((1-methyl-1H-pyrazol-4-yl)amino)pyrimidin-4-yl)-6,7,8,9-tetrahydro-5H-benzo[7]annulen-5-yl)-1,3,4-oxadiazole-2-carboxamide